ClC1=C(C=C(C=C1)CC(=O)N1C[C@@]2(CC1)C=C(C(C(C2)(C)C)=O)C#N)F (5S)-2-[(4-chloro-3-fluorophenyl)acetyl]-9,9-dimethyl-8-oxo-2-azaspiro[4.5]dec-6-ene-7-carbonitrile